C(C)OC1=CC=2C3=C(C(=NC2C=C1OCCCN1CCCC1)NCC)CCC3 8-ethoxy-N-ethyl-7-(3-(pyrrolidin-1-yl)propoxy)-2,3-dihydro-1H-cyclopenta[c]quinolin-4-amine